2-(3-(2-(4-(6-(2-Hydroxyphenyl)pyridazin-4-yl)phenoxy)ethoxy)isoxazol-5-yl)-3-methylbutanoic acid OC1=C(C=CC=C1)C1=CC(=CN=N1)C1=CC=C(OCCOC2=NOC(=C2)C(C(=O)O)C(C)C)C=C1